1-(4-(6-chloro-2-(2-(3,3-difluoroazetidin-1-yl)ethoxy)-8-fluoro-7-(2-fluoro-6-hydroxyphenyl)quinazolin-4-yl)piperazin-1-yl)prop-2-en-1-one ClC=1C=C2C(=NC(=NC2=C(C1C1=C(C=CC=C1O)F)F)OCCN1CC(C1)(F)F)N1CCN(CC1)C(C=C)=O